C1(=CC=C(C=C1)COC1=CC(=NC2=CC=CC=C12)C(=O)NCCCCCCC(=O)NO)C1=CC=CC=C1 4-([1,1'-Biphenyl]-4-ylmethoxy)-N-(7-(hydroxyamino)-7-oxoheptyl)-quinoline-2-carboxamide